COC([C@H](CC(=O)OCC=C)N(C)C(=O)OCC1C2=CC=CC=C2C=2C=CC=CC12)=O (2S)-2-[9H-fluoren-9-ylmethoxycarbonyl-(methyl)amino]butanedioic acid O4-allyl ester O1-methyl ester